CC1=CC=CC=2N1C(=CN2)C(=O)O 5-methylimidazo[1,2-a]pyridine-3-carboxylic acid